(2R)-2-(6-{5-Chloro-2-[(1-methyl-1H-1,2,3-triazol-4-yl)amino]pyrimidin-4-yl}-1-oxo-2,3-dihydro-1H-isoindol-2-yl)-N-[(1S)-1-(3-fluoro-5-methoxyphenyl)-2-hydroxyethyl]propanamid ClC=1C(=NC(=NC1)NC=1N=NN(C1)C)C1=CC=C2CN(C(C2=C1)=O)[C@@H](C(=O)N[C@H](CO)C1=CC(=CC(=C1)OC)F)C